(S)-5-chloro-6-((1-(2,2-difluorobenzo[d][1,3]dioxol-5-yl)ethyl)amino)-3-isopropylpyrimidine-2,4(1h,3h)-dione ClC=1C(N(C(NC1N[C@@H](C)C1=CC2=C(OC(O2)(F)F)C=C1)=O)C(C)C)=O